CN1CCC(CC1)OC1=C(CN2CCCC23CCNCC3)C=CC(=C1)C(F)(F)F 1-(2-(1-methylpiperidin-4-yloxy)-4-(trifluoromethyl)benzyl)-1,8-diazaspiro[4.5]decane